ClC=1C=C(CC2C(CCC2)N(C([O-])=O)[C@H](C(=O)N[C@H](C(=O)NS(=O)(=O)C2CC2)C[C@H]2C(NCC2)=O)CC(C)C)C=CC1 2-(3-chlorobenzyl)cyclopentyl((S)-1-(((S)-1-(cyclopropanesulfonamido)-1-oxo-3-((S)-2-oxo pyrrolidin-3-yl) propan-2-yl)amino)-4-methyl-1-oxopentan-2-yl)carbamate